(R)-N-(5-acetyl-2,3-dihydro-1H-inden-1-yl)-6-methylimidazo[1,2-a]pyridine-3-carboxamide C(C)(=O)C=1C=C2CC[C@H](C2=CC1)NC(=O)C1=CN=C2N1C=C(C=C2)C